(R)-N-(3-(1-((2-amino-5-(1-ethyl-1H-pyrazol-4-yl)pyridin-3-yl)oxy)ethyl)phenyl)-3-(dimethylamino)benzamide NC1=NC=C(C=C1O[C@H](C)C=1C=C(C=CC1)NC(C1=CC(=CC=C1)N(C)C)=O)C=1C=NN(C1)CC